(2R,3R,4S,5R)-2-(acetoxymethyl)-5-(6-iodo-9H-purin-9-yl)tetrahydrofuran-3,4-diyl diacetate C(C)(=O)O[C@@H]1[C@H](O[C@H]([C@H]1OC(C)=O)N1C2=NC=NC(=C2N=C1)I)COC(C)=O